nonane-1-ol C(CCCCCCCC)O